4-bora-3a,4a-diaza-s-indacene C1=CCN2BN3C=CC=C3C=C12